6-METHYLQUINOLINE-8-CARBOXALDEHYDE CC=1C=C2C=CC=NC2=C(C1)C=O